C(C)(C)(C)OC(=O)N1C(CC(C1)F)C=1C=C(C=C2CCOCC12)Br 2-(6-bromoisochroman-8-yl)-4-fluoropyrrolidine-1-Carboxylic acid tert-butyl ester